3-[5-(Pyridin-3-ylmethoxy)-1-benzofuran-2-yl]pyridine-4-carbonitrile N1=CC(=CC=C1)COC=1C=CC2=C(C=C(O2)C=2C=NC=CC2C#N)C1